C(CCCCC)OC(COCC1=CC=CC=C1)COCCCCCC ((2,3-bis(hexyloxy)propoxy)methyl)benzene